Br[SiH]1CC[Si](CC1)(CC)CC 1-bromo-4,4-diethyl-1,4-disilacyclohexane